C(C)(C)C1=C(C(=CC=C1)C(C)C)C(C(=O)OCC1(N=C(OC1)C)CCC1=CC=C(C=C1)CCCCCCCC)CC(=O)NCCN1CCOCC1 (2-methyl-4-(4-octylphenethyl)-4,5-dihydro-oxazol-4-yl)methanol 2,6-diisopropylphenyl-4-((2-morpholinoethyl)amino)-4-oxobutanoate